(R)-tert-butyl-4-(6-(([1,1'-biphenyl]-4-ylmethyl)amino)-9-isopropyl-9H-purin-2-yl)-2-(Hydroxymethyl)piperazine-1-carboxylate C(C)(C)(C)OC(=O)N1[C@H](CN(CC1)C1=NC(=C2N=CN(C2=N1)C(C)C)NCC1=CC=C(C=C1)C1=CC=CC=C1)CO